BrC1=CC=CC=2C=CC=3C=C4C(=NC3C21)OC2=C4C=CC=C2 1-Bromobenzo[h]benzofuro[2,3-b]quinoline